(S)-4-(cyclopropylethynyl)-7-((2,4-dimethyl-6-oxo-1,6-dihydropyrimidin-5-yl)meth-yl)-6-fluoro-4-(trifluorometh-yl)-3,4-dihydroquinazolin-2(1H)-one C1(CC1)C#C[C@@]1(NC(NC2=CC(=C(C=C12)F)CC1=C(N=C(NC1=O)C)C)=O)C(F)(F)F